FC=1C(=CC=C2CN(C(C12)=O)[C@H](C=1NC=C(N1)C)C1=C(C=CC(=C1)F)O)C1=CC=C(C=C1)C1CCN(CC1)C 7-fluoro-2-[(S)-(5-fluoro-2-hydroxy-phenyl)-(4-methyl-1H-imidazol-2-yl)methyl]-6-[4-(1-methyl-4-piperidinyl)phenyl]isoindolin-1-one